O1N=C(N=C1)C1=CC=CC=C1C(=O)O 1,2,4-oxadiazolebenzoic acid